2-{[4-bromo-5-(4-fluorophenyl)-1-phenyl-1H-pyrazol-3-yl]Oxy}propionic acid methyl ester COC(C(C)OC1=NN(C(=C1Br)C1=CC=C(C=C1)F)C1=CC=CC=C1)=O